FC1=C(C(=NN1C1=CC2=CC=CC=C2C=C1)OC)C(F)(F)F 5-fluoro-3-methoxy-1-(2-naphthyl)-4-trifluoromethylpyrazole